(3S)-N-(4-{4-carbamoyl-5-[(pyrazin-2-yl)amino]-1H-pyrazol-3-yl}phenyl)-3-phenylpiperidine-1-carboxamide C(N)(=O)C=1C(=NNC1NC1=NC=CN=C1)C1=CC=C(C=C1)NC(=O)N1C[C@@H](CCC1)C1=CC=CC=C1